4,6-dimethyl-N2-[7-(3-pyrrolidin-1-ylpropoxy)-1,3-benzodioxol-5-yl]pyridine-2,4-diamine CC1(CC(=NC(=C1)C)NC1=CC2=C(OCO2)C(=C1)OCCCN1CCCC1)N